C(#C)C=1C=C(C)C=CC1 3-ethynyltoluene